N-cyclopentyl-5-(2-((5-((4-ethylpiperazin-1-yl)methyl)pyridin-2-yl)amino)pyrimidin-4-yl)-4-methylthiazol-2-amin C1(CCCC1)NC=1SC(=C(N1)C)C1=NC(=NC=C1)NC1=NC=C(C=C1)CN1CCN(CC1)CC